6-((4S,5S)-1-((4-nitrophenyl)sulfonyl)-4,5-diphenyl-4,5-dihydro-1H-imidazol-2-yl)-2,2'-bipyridine [N+](=O)([O-])C1=CC=C(C=C1)S(=O)(=O)N1C(=N[C@H]([C@@H]1C1=CC=CC=C1)C1=CC=CC=C1)C1=CC=CC(=N1)C1=NC=CC=C1